2-(3-(((4-((1-(6-(4H-1,2,4-triazol-4-yl)-1H-indazol-4-yl)azetidin-3-yl)oxy)butyl)amino)methyl)-5-(trifluoromethyl)phenyl)acetonitrile N=1N=CN(C1)C1=CC(=C2C=NNC2=C1)N1CC(C1)OCCCCNCC=1C=C(C=C(C1)C(F)(F)F)CC#N